C(C1=CC=CC=C1)OC1CC(C1)OC1=NC(=NC=C1C(=O)NC1=C(C=CC=C1Cl)Cl)S(=O)(=O)C 4-[3-(benzyloxy)cyclobutoxy]-N-(2,6-dichlorophenyl)-2-methanesulfonylpyrimidine-5-carboxamide